C1(CC1)N(CCC(C(=O)O)NC(=O)OCC1=C(C=CC=C1)F)CCCCC1=NC=2NCCCC2C=C1 4-[cyclopropyl-[4-(5,6,7,8-tetrahydro-1,8-naphthyridin-2-yl)butyl]amino]-2-[(2-fluorophenyl)methoxycarbonylamino]butanoic acid